ClC=1C=C(OC[C@@H](/C=C/[C@H]2[C@@H](C[C@@H]3OC[C@H](CC[C@@H]32)CCCC(=O)O)O)O)C=CC1 4-{(3S,5aR,6R,7R,8aS)-6-[(1E,3R)-4-(3-chlorophenoxy)-3-hydroxy-1-buten-1-yl]-7-hydroxyoctahydro-2H-cyclopenta[b]oxepin-3-yl}butanoic acid